C(CCCCCCCCCCCCCCCCC)[NH+](CCCCCCCCCCCCCCCCCC)CC(F)(F)F N,N-dioctadecyl-2,2,2-trifluoroethylammonium